tert-butyl N-[[(4R)-2-(benzyloxymethyl)-4-fluoro-1-methyl-pyrrolidin-2-yl]methyl]carbamate C(C1=CC=CC=C1)OCC1(N(C[C@@H](C1)F)C)CNC(OC(C)(C)C)=O